8-hydroxy-3-(4-methoxybenzyl)-naphtho[2,3-d]isoxazole-4,9-dione OC=1C=2C(C3=C(C(=NO3)CC3=CC=C(C=C3)OC)C(C2C=CC1)=O)=O